Cl.Cl.COCC1=C(C=CC=C1)N1CC2CNCC2C1 2-(2-(methoxymethyl)phenyl)octahydropyrrolo[3,4-c]pyrrole dihydrochloride